COC=1C=C(C=CC1OC)C1=CC=NC=2N1N=C(C2)C(=O)N2[C@H](CN[C@H](C2)C)C (7-(3,4-dimethoxyphenyl)pyrazolo[1,5-a]pyrimidin-2-yl)((2S,5S)-2,5-dimethylpiperazin-1-yl)methanone